methyl 2-(3-methoxy-4-iodophenyl)-2-methylpropionate COC=1C=C(C=CC1I)C(C(=O)OC)(C)C